1,2-diaminobenzen NC1=C(C=CC=C1)N